ClC1=C(CNC(C)C)C=CC(=C1)F N-(2-chloro-4-fluorobenzyl)propan-2-amine